methyl-benzotriazol ammonium salt [NH4+].CC1=CC=CC=2NN=NC21